C(C)(C)(C)OC(=O)N(C1=CC=C(C=N1)C1=NC=C(C(=C1)F)C1=CC=2C(=CN=CC2)N1C(=O)OC(C)(C)C)C Tert-Butyl 2-(6'-(tert-butoxycarbonyl(methyl)amino)-4-fluoro-2,3'-bipyridin-5-yl)-1H-pyrrolo[2,3-c]pyridine-1-carboxylate